(3R)-6-[1-(azetidin-1-yl)-2-hydroxypropan-2-yl]-3-(4-chlorophenyl)-2-[(5-chloropyridin-2-yl)methyl]-3-methoxy-2,3-dihydro-1H-isoindol-1-one N1(CCC1)CC(C)(O)C1=CC=C2[C@](N(C(C2=C1)=O)CC1=NC=C(C=C1)Cl)(OC)C1=CC=C(C=C1)Cl